ClC1=C(C(=CC=C1)OC)N=S(=O)(C1=C(N=C2N1C=C(C=C2)C2=NOC(=N2)C(F)(F)F)C)C ((2-chloro-6-methoxyphenyl)imino)(methyl)(2-methyl-6-(5-(trifluoromethyl)-1,2,4-oxadiazol-3-yl)imidazo[1,2-a]pyridin-3-yl)-λ6-sulfanone